ruthenium-sodium [Na].[Ru]